CC1=CC=C(C=C1)S(=O)(=O)OCCOCCOS(=O)(=O)C1=CC=C(C=C1)C 4-methylbenzenesulfonic acid 2-[2-(4-methylphenyl) sulfonyloxyethoxy]Ethyl ester